NC=1C(=C(C=C2C=C(N=CC12)NC(OC1C2CN(CC12)CC(F)F)=O)C1=C(C2=C(OCCN2)N=C1)C)F 3-(2,2-Difluoroethyl)-3-azabicyclo[3.1.0]hexan-6-yl (8-amino-7-fluoro-6-(8-methyl-2,3-dihydro-1H-pyrido[2,3-b][1,4]oxazin-7-yl)isoquinolin-3-yl)carbamate